(2S,4R)-1-[(2S)-2-[4-[[(3-cyanophenyl)carbamoylamino]methyl]triazol-1-yl]-3,3-dimethyl-butanoyl]-4-hydroxy-N-methyl-pyrrolidine-2-carboxamide C(#N)C=1C=C(C=CC1)NC(=O)NCC=1N=NN(C1)[C@H](C(=O)N1[C@@H](C[C@H](C1)O)C(=O)NC)C(C)(C)C